C12C3CCC(C(CC1)CC2)CC3 Tricyclo[4.2.2.22,5]dodecan